6-bromopyrazin-2-ol BrC1=CN=CC(=N1)O